FC1=C(C[C@H](N)C(=O)O)C(=CC(=C1)O)F 2,6-difluoro-L-tyrosine